4-(2-((2S,3S)-3-hydroxy-2-methylazetidin-1-yl)-6,7-dihydro-5H-cyclopenta[d]pyrimidin-4-yl)benzamide O[C@@H]1[C@@H](N(C1)C=1N=C(C2=C(N1)CCC2)C2=CC=C(C(=O)N)C=C2)C